2-(6-chloro-5-(1,3-dioxolan-2-yl)-2-methylpyrimidin-4-yl)-2-fluoromalonic acid dimethyl ester COC(C(C(=O)OC)(F)C1=NC(=NC(=C1C1OCCO1)Cl)C)=O